CC1(OB(OC1(C)C)C1=CCC2(CC(C2)NC(OC(C)(C)C)=O)CC1)C tert-butyl (7-(4,4,5,5-tetramethyl-1,3,2-dioxaborolan-2-yl)spiro[3.5]-non-6-en-2-yl)carbamate